C(C)(C)(C)OC(=O)N1CC=2N=C(N=C(C2CC1)NCCC1=C(NC2=CC=C(C=C12)OC)C)C=1C=NC=C(C1)F (5-Fluoropyridin-3-yl)-4-{[2-(5-methoxy-2-methyl-1H-indol-3-yl)ethyl]amino}-5H,6H,7H,8H-pyrido[3,4-d]pyrimidine-7-carboxylic acid tert-butyl ester